n-butyl acetate (normal butyl acetate) C(CCC)CC(=O)O.C(C)(=O)OCCCC